COC1=CC=C(C=C1)C1=CC(=NN1)NC1=CC=C(C=C1)N N1-(5-(4-methoxyphenyl)-1H-pyrazol-3-yl)benzene-1,4-diamine